N-(2,2'-dichloro-3'-(5-((3-hydroxy-3-methylazetidin-1-yl)methyl)-6-methoxypyridin-2-yl)-[1,1'-biphenyl]-3-yl)-1,5-dimethyl-4,5,6,7-tetrahydro-1H-imidazo[4,5-c]pyridine-2-carboxamide ClC1=C(C=CC=C1NC(=O)C=1N(C2=C(CN(CC2)C)N1)C)C1=C(C(=CC=C1)C1=NC(=C(C=C1)CN1CC(C1)(C)O)OC)Cl